BrCCCCN(C(OC(C)(C)C)=O)S(=O)(=O)C1=C(C=CC=C1)[N+](=O)[O-] tert-butyl (4-bromobutyl)(2-nitrobenzene-1-sulfonyl)carbamate